C12CNCC(CC1)N2C2=NC=1CCN(CC1C=C2)C(=O)OC(C)C isopropyl 2-(3,8-diazabicyclo[3.2.1]oct-8-yl)-7,8-dihydro-1,6-naphthyridine-6(5H)-carboxylate